tertbutyl 5-methoxy-4-((2-(4-(methoxycarbonyl)-3-methylphenyl)-4-methylpiperazin-1-yl)methyl)-7-methyl-1H-indole-1-carboxylate COC=1C(=C2C=CN(C2=C(C1)C)C(=O)OC(C)(C)C)CN1C(CN(CC1)C)C1=CC(=C(C=C1)C(=O)OC)C